C1(CC1)C=1C=C(CNC2=CC(=C(C(=O)OC(C)(C)C)C=C2OCC)F)C=C(C1)C1CC1 tert-butyl 4-((3,5-dicyclopropylbenzyl)amino)-5-ethoxy-2-fluorobenzoate